tert-butyl 2-(1-(6-bromopyridin-2-yl)cyclopropyl)-4-oxo-3,4,5,7,8,9-hexahydro-6H-pyrimido[5,4-c]azepine-6-carboxylate BrC1=CC=CC(=N1)C1(CC1)C=1NC(C=2CN(CCCC2N1)C(=O)OC(C)(C)C)=O